C(C1=CC=CC=C1)N1CCC(CC1)(C#N)C=1C=NC(=C(C1)F)C1=C(C=CC=C1)OC 1-benzyl-4-(5-fluoro-6-(2-methoxyphenyl)pyridin-3-yl)piperidine-4-carbonitrile